9-(6-spiro[2H-benzofuran-3,1'-cyclopropane]-4-yloxy-3-pyridyl)-7H-purin C12(CC1)COC1=C2C(=CC=C1)OC1=CC=C(C=N1)N1C2=NC=NC=C2NC1